(R)-6-(2-aminopropyl)-2-(1-(2-hydroxy-2-methylpropyl)-1H-indol-2-yl)-1-methyl-1,6,7,8-tetrahydro-5H-imidazo[4,5-g]isoquinolin-5-one N[C@@H](CN1C(C=2C=C3C(=CC2CC1)N(C(=N3)C=3N(C1=CC=CC=C1C3)CC(C)(C)O)C)=O)C